2-chloro-N,N-dimethyl-m-methoxyaniline ClC1=C(N(C)C)C=CC=C1OC